C(C)(C)(C)OC(=O)N([C@H](C)C(=O)OCC1=CC=CC=C1)S(=O)(=O)Cl benzyl (tert-butoxycarbonyl)(chlorosulfonyl)-D-alaninate